((6-chlorobenzo[d]thiazole-2-yl)thio)-N-(3,4-dihydroxybenzyl)acetamide ClC1=CC2=C(N=C(S2)SCC(=O)NCC2=CC(=C(C=C2)O)O)C=C1